(E)-3-(2-(6-chloronaphthalen-2-yl)vinyl)isonicotinic acid ClC=1C=C2C=CC(=CC2=CC1)/C=C/C1=C(C(=O)O)C=CN=C1